Fluorouridine C1=C(C(=O)NC(=O)N1[C@H]2[C@@H]([C@@H]([C@H](O2)CO)O)O)F